4-(((1-methyl-3-phenyl-1H-pyrazolo[3,4-d]pyrimidin-4-yl)amino)methyl)benzenesulfonamide CN1N=C(C=2C1=NC=NC2NCC2=CC=C(C=C2)S(=O)(=O)N)C2=CC=CC=C2